2,3-diaminopropanoic acid, hydrochloride salt Cl.NC(C(=O)O)CN